ClC1=C(C=C(C=C1)C1=CN(C2=NC(=CC=C21)C(=O)N2C(CN(CC2)C2=NC(=C(C(=O)OC)C(=C2)C)C)(C)C)CC2=NC=CN=C2)F methyl 6-(4-(3-(4-chloro-3-fluorophenyl)-1-(pyrazin-2-ylmethyl)-1H-pyrrolo[2,3-b]pyridine-6-carbonyl)-3,3-dimethylpiperazin-1-yl)-2,4-dimethylnicotinate